N-cyclobutyl-5-[2,6-dichloro-4-[3,5-dioxo-6-(trifluoromethyl)-1,2,4-triazin-2-yl]phenoxy]-4-fluoro-2-hydroxy-benzamide C1(CCC1)NC(C1=C(C=C(C(=C1)OC1=C(C=C(C=C1Cl)N1N=C(C(NC1=O)=O)C(F)(F)F)Cl)F)O)=O